(S)-N-(3,3-dimethylbutan-2-yl)-1-methyl-4-((4-methylphenyl)sulphonamido)-3-(3-(trifluoromethoxy)phenyl)-1H-pyrazole-5-carboxamide CC([C@H](C)NC(=O)C1=C(C(=NN1C)C1=CC(=CC=C1)OC(F)(F)F)NS(=O)(=O)C1=CC=C(C=C1)C)(C)C